C(C)(C)OC(C(C(=O)OC(C)C)C(NC1=CC=C(C=C1)S(NC1=NC=CC=C1)(=O)=O)C1=CC=C(C=C1)Cl)=O 2-((4-chlorophenyl)((4-(N-(pyridin-2-yl)sulfamoyl)phenyl)amino)methyl)malonic acid diisopropyl ester